(S)-6-(1-amino-6-chloro-1,3-dihydrospiro[indene-2,4'-piperidine]-1'-yl)-3-(1-phenylcyclopropyl)-1,5-dihydro-4H-pyrazolo[3,4-d]pyrimidin-4-one N[C@@H]1C2=CC(=CC=C2CC12CCN(CC2)C=2NC(C1=C(N2)NN=C1C1(CC1)C1=CC=CC=C1)=O)Cl